5-acetyl-4-oxo-1-[4-(trifluoromethoxy)phenyl]cinnoline-3-carboxylic acid ethyl ester C(C)OC(=O)C1=NN(C2=CC=CC(=C2C1=O)C(C)=O)C1=CC=C(C=C1)OC(F)(F)F